4-meth-yltetrahydro-2H-pyran CC1CCOCC1